COC(=O)[C@@H]1[C@H]2C([C@H]2CN1C([C@H](C1CCCC1)NC(=O)OC(C)(C)C)=O)(C)C (1R,2S,5S)-3-((S)-2-((tert-butyloxycarbonyl)amino)-2-cyclopentylacetyl)-6,6-dimethyl-3-azabicyclo[3.1.0]hexane-2-carboxylic acid methyl ester